(((2,5-dioxopyrrolidin-1-yl)oxy)carbonyl)-3-methylazetidine-1-carboxylic acid tert-butyl ester C(C)(C)(C)OC(=O)N1C(C(C1)C)C(=O)ON1C(CCC1=O)=O